4-(5-[4-(1,2-oxazol-3-yl)phenyl]thiophen-2-ylmethyl)-2,4-dihydro-3H-1,2,4-triazol-3-one hydrochloride Cl.O1N=C(C=C1)C1=CC=C(C=C1)C1=CC=C(S1)CN1C(NN=C1)=O